C1(CC1)C=1C(=C2C=NNC2=CC1)CNC(C1=CN=C(C(=C1)F)OC(F)F)=O N-((5-cyclopropyl-1H-indazol-4-yl)methyl)-6-(difluoromethoxy)-5-fluoronicotinamide